ClC=1C=C(C=C(C1)Cl)C=1C(=C(N2C=CC(=CC12)C(F)(F)F)C1=NC=2C(=NC=C(C2)C(F)(F)F)N1C)S(=O)(=O)CC 2-(1-(3,5-dichlorophenyl)-2-(ethylsulfonyl)-7-(trifluoromethyl)indolizin-3-yl)-3-methyl-6-(trifluoromethyl)-3H-imidazo[4,5-b]pyridine